Cl.Cl.N1(CCCC1)C1=C(C(=O)N)C=CC=N1 2-(pyrrolidin-1-yl)nicotinamide dihydrochloride